(6-(3-cyclopropyl-2-methylbenzyl)-2-azaspiro[3.3]hept-2-yl)((1s,3s)-3-hydroxy-3-methylcyclobutyl)methanone C1(CC1)C=1C(=C(CC2CC3(CN(C3)C(=O)C3CC(C3)(C)O)C2)C=CC1)C